2-oxoethyltetrahydropyrrole O=CCN1CCCC1